ClC=1C=C(C=CC1)N1N=CC(=C1)CC(=O)OC(C)(C)C tertbutyl 2-[1-(3-chlorophenyl)pyrazol-4-yl]acetate